(R)-1-cyclohexyl-1,2,3,6-tetrahydropyridin-3-yl pivalate C(C(C)(C)C)(=O)O[C@H]1CN(CC=C1)C1CCCCC1